ClC1=CC=C(C=C1)C(CC1CCCCC1)=O 1-(4-chlorophenyl)-2-cyclohexylethan-1-one